C1(CC1)C=1C=NN(C1CO[C@H]1[C@@H]2CN([C@H](C1)C2)C2=C(C=C(C=C2)/C=C/C(=O)OCC)F)C2=C(C=CC=C2F)F ethyl (2E)-3-[4-[(1S,4S,5R)-5-[[4-cyclopropyl-1-(2,6-difluorophenyl)-1H-pyrazol-5-yl]methoxy]-2-azabicyclo[2.2.1]heptan-2-yl]-3-fluorophenyl]prop-2-enoate